S(=O)(=O)(C1=CC=C(C=C1)C=1C(=O)NC(C1)=O)C1=CC=C(C=C1)C=1C(=O)NC(C1)=O (Sulfonyldi-p-phenylene)dimaleimide